4-Ethoxycarbonylphenylmethacrylamid C(C)OC(=O)C1=CC=C(C=C1)C=C(C(=O)N)C